2,2'-(methylazanediyl)diacetate CN(CC(=O)[O-])CC(=O)[O-]